1,1-bis(2-methyl-4-hydroxy-5-cyclohexylphenyl)-2-methylpropane CC1=C(C=C(C(=C1)O)C1CCCCC1)C(C(C)C)C1=C(C=C(C(=C1)C1CCCCC1)O)C